C(C)N(CCNC(C(C(CO)(C)C)O)=O)CC N-(2-(diethylamino)ethyl)-2,4-dihydroxy-3,3-dimethylbutanamide